(R)-N-((S)-2-(8-((2-amino-3-chloropyridin-4-yl)thio)imidazo[1,2-c]pyrimidin-5-yl)-2,3,4,5-tetrahydro-1H-benzo[c]azepin-5-yl)-2-methylpropan-2-sulfinamide NC1=NC=CC(=C1Cl)SC=1C=2N(C(=NC1)N1CC3=C([C@H](CC1)N[S@](=O)C(C)(C)C)C=CC=C3)C=CN2